(6R)-2-((2R)-1-((1-(5-chloropyrazin-2-yl)ethyl)amino)propan-2-yl)-5-(3,4-dichlorobenzoyl)-6-methyl-4,5,6,7-tetrahydro-2H-pyrazolo[4,3-c]pyridine-3-carboxylic acid ClC=1N=CC(=NC1)C(C)NC[C@@H](C)N1N=C2C(CN([C@@H](C2)C)C(C2=CC(=C(C=C2)Cl)Cl)=O)=C1C(=O)O